1-ethoxy-3,3,4-trimethylpentan-2-one C(C)OCC(C(C(C)C)(C)C)=O